CN(CCCCC1OC(C(O1)C(=O)OCCCCCCCC\C=C/CCCCCCCC)C(=O)OCCCCCCCC\C=C/CCCCCCCC)C di((Z)-octadec-9-en-1-yl) 2-(4-(dimethylamino)butyl)-1,3-dioxolane-4,5-dicarboxylate